CC(\C=[N+](\CC(CCCCCCCCC)C)/[O-])CCCCCCCCC (Z)-2-methyl-N-(2-methylundecyl)undecane-1-imine oxide